FN1N=CC2=CC=CC(=C12)C(C)O fluoro-7-(1-hydroxyethyl)-1H-indazol